(2R,4R)-1-(3-chloro-2,6-difluorobenzyl)-2-ethyl-4-((3-fluoro-4-methyl-6-((5-methyl-1H-pyrazol-3-yl)amino)pyridin-2-yl)methyl)piperidine-4-carboxylic acid ClC=1C(=C(CN2[C@@H](C[C@@](CC2)(C(=O)O)CC2=NC(=CC(=C2F)C)NC2=NNC(=C2)C)CC)C(=CC1)F)F